COC1=CC=C2C3=C(N(C2=C1)CCN1CCNCC1)C(=NC=C3)C(F)(F)F 7-methoxy-9-(2-(piperazin-1-yl)ethyl)-1-(trifluoromethyl)-9H-pyrido[3,4-b]indole